BrC=1C(=C2C(=C(NC2=CC1)[Si](C)(C)C)C1CC1)Cl 5-bromo-4-chloro-3-cyclopropyl-2-(trimethylsilyl)-1H-indole